C(C)OC(C(OCC)=N)=O ethyl-2-ethoxy-iminoacetate